C(C)(C)(C)OC(=O)N[C@@H](C)C1=NC(=NN1C1=NC=CC=N1)N(C(OC(C)(C)C)=O)C tert-butyl N-[5-[(1S)-1-(tert-butoxycarbonylamino) ethyl]-1-pyrimidin-2-yl-1,2,4-triazol-3-yl]-N-methyl-carbamate